N1=NN(C2=NC=CC=C21)CC2=CC=C(C=C2)C2=NOC(=N2)C(F)(F)F 3-[4-(triazolo[4,5-b]pyridin-3-ylmethyl)phenyl]-5-(trifluoromethyl)-1,2,4-oxadiazole